pyrrolidin-1-yl(1-(4-(1-(tetrahydro-2H-pyran-2-yl)-1H-pyrazol-4-yl)phenyl)piperidin-4-yl)methanone tert-Butyl-4-((2,3-dihydrobenzo[b][1,4]dioxin-6-yl)oxy)piperidine-1-carboxylate C(C)(C)(C)OC(=O)N1CCC(CC1)OC1=CC2=C(OCCO2)C=C1.N1(CCCC1)C(=O)C1CCN(CC1)C1=CC=C(C=C1)C=1C=NN(C1)C1OCCCC1